Methyl 3-[1-oxo-6-(4,4,5,5-tetramethyl-[1,3,2]dioxaborolan-2-yl)-3,4-dihydro-1H-isoquinolin-2-yl]-propanoate O=C1N(CCC2=CC(=CC=C12)B1OC(C(O1)(C)C)(C)C)CCC(=O)OC